FC=1C=C(C#N)C=C(C1[N+](=O)[O-])F 3,5-difluoro-4-nitro-benzonitrile